Methyl 5-hydroxy-1-(3-methoxy-4-methylbenzyl)-2-oxo-2,3-dihydro-1H-benzo[b]azepine-4-carboxylate OC=1C2=C(N(C(CC1C(=O)OC)=O)CC1=CC(=C(C=C1)C)OC)C=CC=C2